C(C(O)C)(=O)N[C@@H](CC1=CNC2=CC=CC=C12)C(=O)O N-lactoyltryptophan